dodecyl-benzenesulfonic acid isopropyl-amine salt C(C)(C)N.C(CCCCCCCCCCC)C1=C(C=CC=C1)S(=O)(=O)O